FC(C1=CC=C(C=C1)C=O)(F)F [4-(trifluoromethyl)phenyl]methanone